C(#N)C=1C=C(C=CC1)C1=C(OC(=C1)[N+](=O)[O-])C(=O)N (3-cyanophenyl)-5-nitrofuran-2-carboxamide